[(3beta)-cholest-5-en-3-yloxy]((6S,9S)-1-amino-6-((4-(iodomethyl)phenyl)carbamoyl)-9-isopropyl-1,8,11-trioxo-13,16-dioxa-2,7,10-triazaoctadecan-18-yl)carbamate CC(C)CCC[C@@H](C)[C@H]1CC[C@H]2[C@@H]3CC=C4C[C@H](CC[C@]4(C)[C@H]3CC[C@]12C)ON(C([O-])=O)CCOCCOCC(N[C@H](C(N[C@@H](CCCNC(=O)N)C(NC1=CC=C(C=C1)CI)=O)=O)C(C)C)=O